2-Chloro-4-(3-(pyridin-3-yl)-1-(2-(trifluoromethoxy)ethyl)-1H-pyrazol-4-yl)pyrimidine ClC1=NC=CC(=N1)C=1C(=NN(C1)CCOC(F)(F)F)C=1C=NC=CC1